2-Bromo-N-phenethyl-acrylamide BrC(C(=O)NCCC1=CC=CC=C1)=C